tert-butylphosphin C(C)(C)(C)P